C(C1=CC(C(=O)[O-])=CC=C1)(=O)[O-].C(CCC)[N+](CCCC)(CCCC)CCCC.C(CCC)[N+](CCCC)(CCCC)CCCC tetrabutyl-ammonium isophthalate